N-(4,4-difluorocyclohexyl)-2-(1-(2-hydroxy-ethyl)piperidin-4-yl)-benzo[d]thiazole-6-sulfonamide FC1(CCC(CC1)NS(=O)(=O)C1=CC2=C(N=C(S2)C2CCN(CC2)CCO)C=C1)F